2-methoxy-N-(methyl(oxo)(pyridin-4-yl)-λ6-sulfaneylidene)-4-(5-(trifluoromethyl)-1,2,4-oxadiazol-3-yl)benzamide COC1=C(C(=O)N=S(C2=CC=NC=C2)(=O)C)C=CC(=C1)C1=NOC(=N1)C(F)(F)F